C1(=CC=CC=C1)CCC(=O)O 3-PHENYLPROPIONIC ACID